C(C)(C)(C)OC(=O)N[C@H]1CN(CCC1)C1=NC=2N(C(N(C(C2N1CC#CC)=O)CC1=NC2=CC=CC=C2C(=N1)C)=O)C 8-[(3R)-3-tert-butoxycarbonylaminopiperidin-1-yl]-7-(but-2-yne-1-yl)-3-methyl-1-[(4-methylquinazolin-2-yl)methyl]-3,7-dihydro-1H-purine-2,6-dione